ONC(=N)C1=C(N=NC=C1)SC1=NC=C(C=N1)C N-hydroxy-3-[(5-methylpyrimidin-2-yl)sulfanyl]pyridazine-4-carboximidamide